1-(3-Dibenzo[a,d]cyclohepten-5-ylidene-propyl)-3-fluoro-azetidine, oxalate salt C(C(=O)O)(=O)O.C1=CC=CC=2C(C3=C(C=CC21)C=CC=C3)=CCCN3CC(C3)F